4-((2-((1,1-difluoro-5-azaspiro[2.3]hex-5-yl)methyl)-6-fluorobenzyl)amino)-2,6-difluoro-N-(thiazol-4-yl)benzenesulfonamide FC1(CC12CN(C2)CC2=C(CNC1=CC(=C(C(=C1)F)S(=O)(=O)NC=1N=CSC1)F)C(=CC=C2)F)F